5-chloro-1'-{2-[1'-(3-hydroxy-3-methylcyclobutyl)-2'-oxo-1',2'-dihydrospiro[cyclopropane-1,3'-pyrrolo[2,3-b]pyridin]-5'-yloxy]ethyl}-1,2-dihydrospiro[indole-3,4'-piperidin]-2-one ClC=1C=C2C(=CC1)NC(C21CCN(CC1)CCOC=1C=C2C(=NC1)N(C(C21CC1)=O)C1CC(C1)(C)O)=O